cis-2-bromo-5-(4-cyclohexylphenyl)-3-(3-(fluoromethyl)-2-methylazetidine-1-carbonyl)pyrazolo[1,5-a]pyrimidin-7(4H)-one BrC1=NN2C(NC(=CC2=O)C2=CC=C(C=C2)C2CCCCC2)=C1C(=O)N1[C@H]([C@H](C1)CF)C